C1(CC1)C(C(C)(C)O)N1C(C2=C(C(=CC=C2C1)F)C1=CC(=C(C=C1)C=1OC(=NN1)C)F)=O 2-(1-cyclopropyl-2-hydroxy-2-methylpropyl)-6-fluoro-7-(3-fluoro-4-(5-methyl-1,3,4-oxadiazol-2-yl)phenyl)isoindolin-1-one